C(C1=CC=CC=C1)C=1C(=NC=C(N1)C1=C(C(=CC=C1)O[Si](C)(C)C(C)(C)C)F)N\C(\C(=O)OC(C)(C)C)=C/C1=CC=C(C=C1)F tert-butyl (Z)-2-((3-benzyl-5-(3-((tert-butyldimethylsilyl)oxy)-2-fluorophenyl)pyrazin-2-yl)amino)-3-(4-fluorophenyl)acrylate